C(C)N(CCOC1=CC=C(C(=O)Cl)C=C1)CC 4-(2-diethylaminoethoxy)benzoyl chloride